Sodium p-Chloro-m-Cresol CC1=C(C=CC(=C1)[O-])Cl.[Na+]